CC=1N=C2N(N=C(C=C2C)C2=NC=3C=CN(C(C3C=C2)=O)[C@H]2CCN(C3(CC3)C2)C(=O)OC(C)(C)C)C1 tert-butyl (7S)-7-[2-(2,8-dimethylimidazo[1,2-b]pyridazin-6-yl)-5-oxo-1,6-naphthyridin-6-yl]-4-azaspiro[2.5]octane-4-carboxylate